5-((dichlorophosphoryl)methyl)benzo[b]thiophene-2-carboxylic acid allyl ester C(C=C)OC(=O)C1=CC2=C(S1)C=CC(=C2)CP(=O)(Cl)Cl